2-(5-(Ethylthio)-1,2,4-thiadiazol-3-yl)acetamide C(C)SC1=NC(=NS1)CC(=O)N